N-((1R,5S,6r)-3-oxabicyclo[3.1.0]hex-6-yl)-4-chloro-6-(2-fluorophenyl)-1,3,5-triazin-2-amine [C@H]12COC[C@@H]2C1NC1=NC(=NC(=N1)Cl)C1=C(C=CC=C1)F